C(C)(C)(C)OC(=O)N1CC2=C(CCC1)N=C(C=C2)NC2=C1C(N(CC1=C(C=C2)C=2C=NN1C2C=CC(=C1)C)C(=O)OC(C)(C)C)=O 2-((2-(Tert-Butoxycarbonyl)-7-(6-methylpyrazolo[1,5-a]pyridin-3-yl)-3-oxoisoindolin-4-yl)amino)-5,7,8,9-tetrahydro-6H-pyrido[3,2-C]azepine-6-carboxylic acid tert-butyl ester